O=C1CCC(N1)CCC(=O)N1C[C@@H]2CN(C[C@H]2C1)C(=O)OC(C)(C)C |r| Tert-Butyl Rac-(3aR,6aR)-2-[3-(5-oxopyrrolidin-2-yl)propanoyl]-1,3,3a,4,6,6a-hexahydropyrrolo[3,4-c]pyrrole-5-carboxylate